FC(F)(F)C1=C(C(=N)Cl)C=CC=C1 (trifluoromethyl)benzimidoyl chloride